5-dodecyl-bicyclo[2.2.1]hept-2-ene C(CCCCCCCCCCC)C1C2C=CC(C1)C2